2-amino-N-[(1R,3S)-3-{[6-chloro-2-(trifluoromethyl)quinolin-4-yl]amino}cyclohexyl]pyridine-3-carboxamide NC1=NC=CC=C1C(=O)N[C@H]1C[C@H](CCC1)NC1=CC(=NC2=CC=C(C=C12)Cl)C(F)(F)F